C(C)(C)(C)OC(=O)N[C@@H](CC(NC1=NC(N(C=C1)[C@@H]1O[C@@H]([C@H]([C@@H]1O)O)CO)=O)=O)C(=O)OCC1C2=CC=CC=C2C=2C=CC=CC12 (9H-fluoren-9-yl)methyl N2-(tert-butoxycarbonyl)-N4-(1-((2R,3S,4S,5R)-3,4-dihydroxy-5-(hydroxymethyl)tetrahydrofuran-2-yl)-2-oxo-1,2-dihydropyrimidin-4-yl)-L-asparaginate